NC[C@H]1NC([C@H](SCC1)C1=CC(=CC=C1)C1=C(C=CC=C1)OC)=O (2R,5S)-5-(aminomethyl)-2-[3-(2-methoxyphenyl)phenyl]-1,4-thiazepan-3-one